C(CC=C)OC=1C=2N(C=C(N1)C1=CC(=NC=C1)[C@@H](C)NCC)N=CN2 (R)-1-(4-(8-(but-3-en-1-yloxy)-[1,2,4]triazolo[1,5-a]pyrazin-6-yl)pyridin-2-yl)-N-ethylethan-1-amine